N-(2-amino-5-fluoro-phenyl)-N-methyl-carbamic acid tert-butyl ester C(C)(C)(C)OC(N(C)C1=C(C=CC(=C1)F)N)=O